Cl.FC=1C(=C(C=C(C1)C1=CC(=NC=C1)OC)O)C=1N=NC(=CC1)N(C1CC(NC(C1)(C)C)(C)C)C 3-fluoro-5-(2-methoxypyridin-4-yl)-2-(6-(methyl-(2,2,6,6-tetramethylpiperidin-4-yl)amino)pyridazin-3-yl)phenol hydrochloride salt